3-Chloro-2-ethoxy-5-(2-hydroxypropan-2-yl)benzonitrile ClC=1C(=C(C#N)C=C(C1)C(C)(C)O)OCC